ClC1=CN=CC(=N1)NC(C)C=1C=C(C=CC1)NC(C1=CN=C(C=C1)C)=O N-(3-(1-((6-chloropyrazin-2-yl)amino)ethyl)phenyl)-6-methylnicotinamide